(R,E)-N-(4-((3-Fluoro-4-(pyridin-2-ylmethoxy)phenyl)amino)-5-methoxyquinazoline-6-yl)-3-(1-methylpyrrolidin-2-yl)acrylamide FC=1C=C(C=CC1OCC1=NC=CC=C1)NC1=NC=NC2=CC=C(C(=C12)OC)NC(\C=C\[C@@H]1N(CCC1)C)=O